ClC=1C=C(C=CC1)C1=CC(=CC=C1)Cl 3,3'-dichlorobiphenyl